3-((perfluoroethyl)thio)-1H-indole FC(C(F)(F)F)(SC1=CNC2=CC=CC=C12)F